NCC(O[SiH3])(OCCC)OCCC 1-aminomethyl-(dipropoxymethoxysilane)